C(C)(=O)C1=CC=C(C=N1)CN1C(N(C=2N=CN(C2C1=O)CC1CC1)C)=O 1-[(6-acetyl-3-pyridinyl)methyl]-7-(cyclopropylmethyl)-3-methyl-1H-purine-2,6-dione